(2-((3,7-dimethyloctyl)oxy)vinyl)benzene CC(CCOC=CC1=CC=CC=C1)CCCC(C)C